5-(5-(1-benzyl-1H-pyrrol-3-yl)-6-methylpyridazin-3-yl)pyrimidine-2,4(1H,3H)-dione C(C1=CC=CC=C1)N1C=C(C=C1)C=1C=C(N=NC1C)C=1C(NC(NC1)=O)=O